COC=1C=C2NCCN(C2=CC1)S(=O)(=O)C1=CC=C(C=C1)C(F)(F)F 6-methoxy-1-((4-(trifluoromethyl)phenyl)sulfonyl)-1,2,3,4-tetrahydroquinoxaline